p-phenyl-D-Phenylalanine C1(=CC=CC=C1)C1=CC=C(C[C@@H](N)C(=O)O)C=C1